2-benzoyl-3-hydroxy-3-(p-tolyl)isoindolin-1-one C(C1=CC=CC=C1)(=O)N1C(C2=CC=CC=C2C1(C1=CC=C(C=C1)C)O)=O